FC=1C=C(C=CC1OC1COC1)C(C)O 1-(3-fluoro-4-(oxetan-3-yloxy)phenyl)ethan-1-ol